diphenyl-tetramethoxysilane C1(=CC=CC=C1)C(O[Si](OC)(OC)OC)C1=CC=CC=C1